NCCNCCC[Si](OC)(OC)OC 3-(2-aminoethylamino)propyltrimethoxy-silane